C(CCCCCCCCCCC)CCC(=S)OCC(COC(CCCCCCCCCCCCCC)=S)(COC(CCCCCCCCCCCCCC)=S)COC(CCCCCCCCCCCCCC)=S pentaerythritol-tetrakis-(3-dodecyl-thio propionate)